methyl (3aR,6aR)-2-(((4-(3-fluorophenyl)cyclohexyl)oxy)methyl)-3-((4-methoxybenzyl)amino)hexahydrocyclopenta[b]-pyrrole-1(2H)-carboxylate FC=1C=C(C=CC1)C1CCC(CC1)OCC1C([C@@H]2[C@H](N1C(=O)OC)CCC2)NCC2=CC=C(C=C2)OC